N(=[N+]=[N-])CCOCCOCCOC=1C=CC2=C(C(C(C(O2)C(=O)O)O)O)C1O 6-{2-[2-(2-azidoethoxy)ethoxy]ethoxy}-3,4,5-trihydroxybenzoxane-2-carboxylic acid